C(C)(C)NC([C@H](CCCCNC(OCC1C2=CC=CC=C2C=2C=CC=CC12)=O)NC(OC(C)(C)C)=O)=O (S)-(9H-fluoren-9-yl)methyl Tert-butyl (6-(isopropylamino)-6-oxohexane-1,5-diyl)dicarbamate